1-((6'-((2-(2-fluoro-6-methoxyphenyl)pyrimidin-4-yl)amino)-4'-((S)-3-hydroxypiperidin-1-yl)-[3,3'-bipyridin]-6-yl)methyl)piperidin-3-ol FC1=C(C(=CC=C1)OC)C1=NC=CC(=N1)NC1=CC(=C(C=N1)C=1C=NC(=CC1)CN1CC(CCC1)O)N1C[C@H](CCC1)O